O=S1(CC(C=C1)C1=C(C(=NC2=CC(=CC=C12)C=1SC=CN1)OC)C(=O)N)=O (1,1-dioxido-2,3-dihydrothiophen-3-yl)-2-methoxy-7-(thiazol-2-yl)quinoline-3-carboxamide